N-((S)-1-(((R)-3-methyl-1-((5S,7R)-5,6,7-trimethyl-4-oxo-1,3,6,2-dioxazaborocan-2-yl)butyl)amino)-1-oxo-3-phenylpropan-2-yl)pyrazine-2-carboxamide CC(C[C@@H](B1OC[C@H](N([C@H](C(O1)=O)C)C)C)NC([C@H](CC1=CC=CC=C1)NC(=O)C1=NC=CN=C1)=O)C